COC1=CC=C2C(=N1)C(=CN2)CCNC(C)C (2-(5-methoxy-1H-pyrrolo[3,2-b]pyridin-3-yl)ethyl)(propan-2-yl)amine